4-fluoro-1H-pyrrolo[2,3-b]pyridin-6-ol FC1=C2C(=NC(=C1)O)NC=C2